3-fluoro-1H-pyridine FC=1CNC=CC1